C(CC)C(C(=O)N)=C n-propylacryl-amide